ClC=1C=C(C=C(C1)Cl)C1(CC(=NO1)N1CC2=C(C1)C=C(S2)C(=O)NCC(C)(C)C)C(F)(F)F 5-(5-(3,5-dichlorophenyl)-5-(trifluoromethyl)-4,5-dihydroisoxazol-3-yl)-N-neopentyl-5,6-dihydro-4H-thieno[2,3-c]pyrrole-2-carboxamide